C[C@H](CCC1=CC=C(C=C1)OC)C(C)C (R)-1-(3,4-dimethylpentyl)-4-methoxybenzene